FC1=C(C(=CC=C1)C)NC1=C(C(=O)O)C=C(C=C1)C(F)(F)F 2-((2-fluoro-6-methylphenyl)amino)-5-(trifluoromethyl)-benzoic acid